(2S)-2-[[2-(3-fluoro-4-methylsulfonyl-anilino)-5-(1,3,4-oxadiazol-2-yl)pyrimidin-4-yl]amino]-2-phenyl-ethanol FC=1C=C(NC2=NC=C(C(=N2)N[C@H](CO)C2=CC=CC=C2)C=2OC=NN2)C=CC1S(=O)(=O)C